1-(1-(naphthalen-1-ylmethyl)-4-phenyl-1H-1,2,3-triazol-5-yl)naphthalen-2-ol C1(=CC=CC2=CC=CC=C12)CN1N=NC(=C1C1=C(C=CC2=CC=CC=C12)O)C1=CC=CC=C1